OC1=C(C=C2C(=N1)CN(CC2)C(=O)OC(C)(C)C)I 2-methylpropan-2-yl 2-hydroxy-3-iodo-5,6,7,8-tetrahydropyrido[3,4-b]pyridine-7-carboxylate